Chloromethyl Isobutyl Carbonate C(OCCl)(OCC(C)C)=O